tert-Butyl 4-[2-(2,5-dioxopyrrol-1-yl)ethyl]piperazine-1-carboxylate O=C1N(C(C=C1)=O)CCN1CCN(CC1)C(=O)OC(C)(C)C